BrC=1C=C2C(C[C@@H](C2=CC1)N[S@@](=O)C(C)(C)C)(C)C |&1:11| (SR)-N-[(1S)-5-bromo-3,3-dimethyl-2,3-dihydro-1H-inden-1-yl]-2-methylpropane-2-sulfinamide